tert-butyl (S)-(3-(5-(2,5-difluorophenyl)-3-(methoxy (methyl)carbamoyl)-2-phenyl-2,3-dihydro-1,3,4-thiadiazol-2-yl)propyl)carbamate FC1=C(C=C(C=C1)F)C1=NN([C@@](S1)(C1=CC=CC=C1)CCCNC(OC(C)(C)C)=O)C(N(C)OC)=O